C(C)(C)(C)C=1C=C(C=C(C1O)C(C)(C)C)CCC(=O)NN 3-(3',5'-di-tert-butyl-4'-hydroxyphenyl)propionoic hydrazide